C(CC=C)=O but-3-en-1-one